N-(5-(4-(4-propenoylpiperazin-1-yl)-2-aminoquinazolin-6-yl)-2-methoxypyridin-3-yl)-2,4-difluorobenzenesulfonamide C(C=C)(=O)N1CCN(CC1)C1=NC(=NC2=CC=C(C=C12)C=1C=C(C(=NC1)OC)NS(=O)(=O)C1=C(C=C(C=C1)F)F)N